FC=1C=2C=3C=CC(=C(NCCCOC4=CC(=CC(NC(=NC1)N2)=C4)C[S@@](=O)(=N)C)C3)F |r| (rac)-3,19-difluoro-10-[(S-methylsulfonimidoyl)methyl]-13-oxa-5,7,17,24-tetraazatetracyclo[16.3.1.12,6.18,12]tetracosa-1(22),2(24),3,5,8(23),9,11,18,20-nonaene